2-[1-[2-chloro-4-[(2,6-dioxo-3-piperidinyl)amino]phenyl]-4-hydroxy-4-piperidinyl]acetic acid HCl salt Cl.ClC1=C(C=CC(=C1)NC1C(NC(CC1)=O)=O)N1CCC(CC1)(O)CC(=O)O